CS(=O)(=O)N1CC(C1)NC1=CC=C2CCNC(C2=C1)=O 7-((1-(methylsulfonyl)azetidin-3-yl)amino)-3,4-dihydroisoquinolin-1(2H)-one